COC1=C(C=CC(=C1)OC)CNC(=O)C1=CC2=C(C(=N1)C=1N=C(OC1C=O)C1=CC(=NN1CC)C)C=NN2C N-[(2,4-dimethoxyphenyl)methyl]-4-[2-(1-ethyl-3-methyl-1H-pyrazol-5-yl)-5-formyl-1,3-oxazol-4-yl]-1-methyl-1H-pyrazolo[4,3-c]pyridine-6-carboxamide